3-((7-(1-(azetidin-3-yl)-6-chloro-1,2,3,4-tetrahydroquinolin-8-yl)thieno[3,2-b]pyridin-2-yl)methyl)-3-azabicyclo[3.1.0]hexane-2,4-dione, formic acid salt C(=O)O.N1CC(C1)N1CCCC2=CC(=CC(=C12)C1=C2C(=NC=C1)C=C(S2)CN2C(C1CC1C2=O)=O)Cl